Br[C@H]1[C@@H](C[C@@H](CC1)[N-]C(=O)OC(C)(C)C)O ((1R,3R,4R)-4-bromo-3-hydroxycyclohexyl)t-butoxycarbonylamide